pyrrolidine-3-carboxamide 2,2,2-trifluoroacetate FC(C(=O)O)(F)F.N1CC(CC1)C(=O)N